C(C)C1=C(C=CC(=C1)N1CCNCC1)NC1=NC=C(C(=N1)C1=CC=2S(CCOCC2S1)(=O)=O)C(F)(F)F 7-(2-((2-ethyl-4-(piperazin-1-yl)phenyl)amino)-5-(trifluoromethyl)pyrimidin-4-yl)-2,3-dihydro-5H-thieno[3,2-e][1,4]oxathiepine 1,1-dioxide